NC1=NC(=CC(=N1)N1CCC2(C[C@H](NC2)C(=O)OCC)CC1)O[C@@H](C(F)(F)F)C=1C=C(C=CC1N1N=C(C=C1)C)C1=C(C=CC=C1)C(=O)OCC (S)-ethyl 8-(2-amino-6-((R)-1-(2'-(ethoxycarbonyl)-4-(3-methyl-1H-pyrazol-1-yl)-[1,1'-biphenyl]-3-yl)-2,2,2-trifluoroethoxy)pyrimidin-4-yl)-2,8-diazaspiro[4.5]decane-3-carboxylate